Methyl 4-[4-benzyloxy-2-(1,1-dimethyl-3-methylsulfonyloxy-propyl)-1-(4-fluorophenyl)indol-3-yl]benzoate C(C1=CC=CC=C1)OC1=C2C(=C(N(C2=CC=C1)C1=CC=C(C=C1)F)C(CCOS(=O)(=O)C)(C)C)C1=CC=C(C(=O)OC)C=C1